COC(C(CC(=O)OC)=CC1=C(C=CC=C1)OC)=O 2-methoxybenzylidene-succinic acid dimethyl ester